5-(benzyloxy)-4-oxo-1-((2-(trimethylsilyl)ethoxy)methyl)-1,4-dihydropyridazine-3-carboxylic acid C(C1=CC=CC=C1)OC=1C(C(=NN(C1)COCC[Si](C)(C)C)C(=O)O)=O